C(C)(C)(C)SN[C@@H](CS)C(=O)O (tert-butylsulfanyl)-L-cysteine